pyrazolo[1,5-a]pyrimidin-5-ol N1=CC=C2N1C=CC(=N2)O